FC=1C=C(OC2CC3(CN(C3)C(=O)OC(C)(C)C)C2)C=CC1B1OC(C(O1)(C)C)(C)C tert-butyl 6-(3-fluoro-4-(4,4,5,5-tetramethyl-1,3,2-dioxaborolan-2-yl)phenoxy)-2-azaspiro[3.3]heptane-2-carboxylate